C(C1=CC=CC=C1)N1N=C(C=C1C(=O)NC)C(=O)NC 1-benzyl-N3,N5-dimethyl-1H-pyrazole-3,5-dicarboxamide